C(C)(C)(C)OC(=O)N1[C@H](COCC1)C#CC1=CC(=C(C(=C1)F)F)CCC1=NC(=CC(=C1)C)N1C(=CC=C1C)C.CN1N=CC2=CC=CC=C12 methyl-1H-indazole tert-butyl-(S)-3-((3-(2-(6-(2,5-dimethyl-1H-pyrrol-1-yl)-4-methylpyridin-2-yl)ethyl)-4,5-difluorophenyl)ethynyl)morpholine-4-carboxylate